The molecule is a 2-hydroxy fatty acid comprising a C16 straight chain carrying a hydroxy substituent at position 2. It has a role as a human metabolite. It is a 2-hydroxy fatty acid and a long-chain fatty acid. It is a conjugate acid of a 2-hydroxyhexadecanoate. CCCCCCCCCCCCCCC(C(=O)O)O